ClC1=CC=C(O1)C1C(=NN(C1(C(=O)NCC(CN(C)C)OC)C)C1=C(C=C(C=C1)F)F)C1=C(C=C(C=C1)F)F 4-(5-Chlorofuran-2-yl)-1,3-bis(2,4-difluorophenyl)-N-(3-(dimethylamino)-2-methoxypropyl)-5-methyl-4,5-dihydro-1H-pyrazole-5-carboxamide